BrC=1C=C2CC(NCC2=CC1)=O 6-bromo-1,4-dihydroisoquinolin-3(2H)-one